(R)-2-((1-(2-(4,4-difluoropiperidin-1-yl)-3-methyl-4-oxo-6-(trifluoromethyl)-3,4-dihydroquinazolin-8-yl)ethyl)amino)benzoic acid FC1(CCN(CC1)C1=NC2=C(C=C(C=C2C(N1C)=O)C(F)(F)F)[C@@H](C)NC1=C(C(=O)O)C=CC=C1)F